tert-butyl 3-(1-((7-methyl-[1,2,4]triazolo[1,5-a]pyridin-6-yl)carbamoyl)-2,3-dihydro-1H-pyrrolo[2,3-b]pyridin-4-yl)-3,8-diazabicyclo[3.2.1]octane-8-carboxylate CC1=CC=2N(C=C1NC(=O)N1CCC=3C1=NC=CC3N3CC1CCC(C3)N1C(=O)OC(C)(C)C)N=CN2